2-(6-chloronaphthalen-1-yl)-4,6-bis(naphthalen-2-yl)-1,3,5-triazine ClC=1C=C2C=CC=C(C2=CC1)C1=NC(=NC(=N1)C1=CC2=CC=CC=C2C=C1)C1=CC2=CC=CC=C2C=C1